NCCOCCOCCOCCNC(C(COCCCCCCCC\C=C/CCCCCCCC)OCCCCCCCC\C=C/CCCCCCCC)=O N-[2-[2-[2-(2-aminoethoxy)ethoxy]ethoxy]ethyl]-2,3-bis[(Z)-octadec-9-enoxy]propanamide